3-[[1-(4-chlorophenyl)pyrido[3,4-d]pyridazin-4-yl]amino]propan-1-ol ClC1=CC=C(C=C1)C1=C2C(=C(N=N1)NCCCO)C=NC=C2